OC=1C=CC=C2C=CC=NC12.[Cu] copper 8-hydroxyquinoline salt